N-(2-(3-(6-Oxa-3-azabicyclo[3.1.1]heptan-3-yl)propoxy)-5-(3'-methyl-2'-oxo-2',3'-dihydrospiro[cyclobutane-1,1'-pyrrolo[2,3-c]quinolin]-8'-yl)pyridin-3-yl)methanesulfonamide C12CN(CC(O1)C2)CCCOC2=NC=C(C=C2NS(=O)(=O)C)C2=CC=1C3=C(C=NC1C=C2)N(C(C32CCC2)=O)C